CC1=CC=C(C=C1)S(=O)(=O)N=[N+]=[N-] p-toluenesulfonylazide